Ethyl (E)-3-(2-propylphenyl)acrylate C(CC)C1=C(C=CC=C1)/C=C/C(=O)OCC